N-[(4-hydroxy-3-methoxyphenyl)methyl]-7-phenyl-6-heptynylamide OC1=C(C=C(C=C1)C[N-]CCCCCC#CC1=CC=CC=C1)OC